NC=1C(=C(C=CC1)[C@]1(N/C(/N(C(C1)=O)[C@@H]1C[C@@H](OCC1)C)=N\C(OC(C)(C)C)=O)C)Cl tert-butyl (NE)-N-{(4S)-4-(3-amino-2-chlorophenyl)-4-methyl-1-[(2S,4S)-2-methyltetrahydropyran-4-yl]-6-oxohexahydropyrimidin-2-ylidene}-carbamate